OCCC(CN(C(=O)C(=O)N)CC(NC)CCO)NC N,N-bis(2-hydroxyethylmethylaminoethyl)oxamide